(E)-3-(2-cyclopentyl-6-(trifluoromethyl)pyridin-3-yl)-N-(2-oxo-2,3-dihydro-1H-benzo[d]imidazol-4-yl)acrylamide C1(CCCC1)C1=NC(=CC=C1/C=C/C(=O)NC1=CC=CC=2NC(NC21)=O)C(F)(F)F